COC(CCC1=CC(=C(C(=C1)C(O)C1=C(C(=CC(=C1)C(C)(C)C)C(C)(C)C)O)O)C(C)(C)C)=O 3-(3-tert-butyl-5-((3,5-di-tert-butyl-2-hydroxyphenyl)(hydroxy)methyl)-4-hydroxyphenyl)propionic acid methyl ester